C[C@H]1[C@@H](C[C@H]([C@@H](O1)OCCCCCCCCCCCCCCCCC(=O)O)O)O The molecule is an omega-hydroxy fatty acid ascaroside obtained by formal condensation of the alcoholic hydroxy group of 17-hydroxyheptadecanoic acid with ascarylopyranose (the alpha anomer). It is a metabolite of the nematode Caenorhabditis elegans. It has a role as a Caenorhabditis elegans metabolite. It is a monocarboxylic acid and an omega-hydroxy fatty acid ascaroside. It derives from a 17-hydroxymargaric acid. It is a conjugate acid of an oscr#30(1-).